C(CCC)NC=1C2=C(N=C(N1)NC(OC)=O)C(=NN2)I methyl (7-(butylamino)-3-iodo-1H-pyrazolo-[4,3-d]pyrimidin-5-yl)carbamate